tert-butyl (1-(5-((3-amino chlorophenyl)thio)pyrazin-2-yl)-4-methylpiperidin-4-yl)carbamate NC=1C(=C(C=CC1)SC=1N=CC(=NC1)N1CCC(CC1)(C)NC(OC(C)(C)C)=O)Cl